methylenebis(2,3-di-t-butylphenol) C(C1=C(C(=C(C=C1)O)C(C)(C)C)C(C)(C)C)C1=C(C(=C(C=C1)O)C(C)(C)C)C(C)(C)C